4'-Methyldispiro[oxetane-3,7'-furo[3,4-b]pyridine-5',4''-piperidine] CC1=C2C(=NC=C1)C1(OC23CCNCC3)COC1